rac-benzyl ((2S,3S,4R)-2-ethyl-6-fluoro-3-methyl-1,2,3,4-tetrahydroquinolin-4-yl)carbamate C(C)[C@@H]1NC2=CC=C(C=C2[C@@H]([C@H]1C)NC(OCC1=CC=CC=C1)=O)F |r|